[8-(6,7-dimethoxyquinazolin-4-yl)-8-azaspiro[4.5]decan-2-yl](imino)methyl-λ6-sulfanone COC=1C=C2C(=NC=NC2=CC1OC)N1CCC2(CCC(C2)[SH2](=O)C=N)CC1